1,1-dichloro-N,N-dimethylamine ClC(NC)Cl